N-(3-(2-(4-methylpiperazin-1-yl)propyl)-1,2,4-thiadiazol-5-yl)-5-(3-(trifluoromethoxy)phenyl)thiophene-3-carboxamide CN1CCN(CC1)C(CC1=NSC(=N1)NC(=O)C1=CSC(=C1)C1=CC(=CC=C1)OC(F)(F)F)C